3-([4-(2-hydroxypropan-2-yl)furan-2-yl]sulfonyl)-1-(4-methylphenyl)urea OC(C)(C)C=1C=C(OC1)S(=O)(=O)NC(NC1=CC=C(C=C1)C)=O